N-{4-[(3-chloro-1H-pyrrolo[2,3-b]pyridin-4-yl)oxy]-3,5-difluorophenyl}-4,5-dihydro-1,3-thiazol-2-amine ClC1=CNC2=NC=CC(=C21)OC2=C(C=C(C=C2F)NC=2SCCN2)F